CP(C1=CC=CC=C1)(C(C1=C(C=CC=C1OC)OC)=O)=O Methyl-(2,6-dimethoxybenzoyl)phenylphosphine Oxide